(3R,4R)-N-[3-(4-methylpiperazin-1-yl)phenyl]-2-[(1-methylpiperidin-4-yl)methyl]-1-oxo-3-[4-(trifluoromethyl)phenyl]-1,2,3,4-tetrahydroisochinolin-4-carboxamid CN1CCN(CC1)C=1C=C(C=CC1)NC(=O)[C@H]1[C@@H](N(C(C2=CC=CC=C12)=O)CC1CCN(CC1)C)C1=CC=C(C=C1)C(F)(F)F